BrCCCCCCOC1=CC=C(C=C1)N=NC1=CC=CC=C1 4-(6-bromohexyloxy)-azobenzene